BrC1=C2CC(N(C2=C(C=C1C)Cl)CC)=O 4-Bromo-7-chloro-1-ethyl-5-methylindolin-2-one